((1R,3s,5S)-8-((2-methyl-6-(trifluoromethyl)pyridin-3-yl)sulfonyl)-8-azabicyclo[3.2.1]octan-3-yl)acetamide CC1=NC(=CC=C1S(=O)(=O)N1[C@H]2CC(C[C@@H]1CC2)CC(=O)N)C(F)(F)F